C(C)(C)N=[Nb](C1C=CC=C1)(N(C)C)N(C)C isopropyliminobis(dimethylamino)cyclopentadienyl-niobium